OCCN1C2C(CCC1CC2)NC2=CC=C(N=N2)C2=C(C=C(C=C2C)C(F)(F)F)O 2-(6-((8-(2-Hydroxyethyl)-8-azabicyclo[3.2.1]octan-2-yl)amino)pyridazin-3-yl)-3-methyl-5-(trifluoromethyl)phenol